2-(5-(1-(3,5-difluorophenyl)-4-oxo-1,4,6,7-tetrahydro-5H-pyrazolo[4,3-c]pyridin-5-yl)pyridin-3-yl)acetic acid FC=1C=C(C=C(C1)F)N1N=CC=2C(N(CCC21)C=2C=C(C=NC2)CC(=O)O)=O